C(C)(C)OCCCN 3-isopropoxypropyl-amine